6-chloro-8-iodo-1,9-dimethyl-9H-pyrido[3,4-b]indole ClC=1C=C2C3=C(N(C2=C(C1)I)C)C(=NC=C3)C